CC=1C(=NON1)C1=NC=2C(=NC=CC2)N1CC1=CC=C(N=N1)C#N 6-[[2-(4-methyl-1,2,5-oxadiazol-3-yl)imidazo[4,5-b]pyridin-3-yl]methyl]pyridazine-3-carbonitrile